C1(CC1)C1=CC(=NC(=C1)C(F)(F)F)C(=O)NC1=CC(=CC=C1)[C@H](C)SC1=NN=CN1C (S)-4-cyclopropyl-N-(3-(1-((4-methyl-4H-1,2,4-triazol-3-yl)thio)ethyl)phenyl)-6-(trifluoromethyl)picolinamide